(2-((tert-butyldimethylsilyl)oxy)ethyl)-4-methylthiophene-2-carboxamide [Si](C)(C)(C(C)(C)C)OCCC1=C(SC=C1C)C(=O)N